FC1=CC(=CC2=CN(N=C12)C)C1=NC2=CC=C(C=C2C=N1)N1C[C@@H](N([C@H](C1)C)C(=O)OC(C)(C)C)C tert-butyl (2S,6S)-4-[2-(7-fluoro-2-methylindazol-5-yl)quinazolin-6-yl]-2,6-dimethylpiperazine-1-carboxylate